N1=CN=CC(=C1)COC=1C=C2CN(CC2=CC1)C1=NC=CC=C1C#N 2-[5-(Pyrimidin-5-ylmethoxy)-2,3-dihydro-1H-isoindol-2-yl]pyridine-3-carbonitrile